OC=1C=C(C=CC1OC(C)=O)/C=C/C(=O)O (E)-3-(3-hydroxy-4-acetoxyphenyl)acrylic acid